ClC=1N=C2C(=NC1)N(C=C2C2=NC1=CC=CC=C1C(=N2)NC2C(C1CCC2CC1)C(=O)OC)C(C1=CC=CC=C1)(C1=CC=CC=C1)C1=CC=CC=C1 (+/-)-trans-methyl 3-((2-(2-chloro-5-trityl-5H-pyrrolo[2,3-b]pyrazin-7-yl)quinazolin-4-yl) amino)bicyclo[2.2.2]octane-2-carboxylate